C(C)(C)(C)S(=O)(=O)C=1N=CC2=C(N1)CCN(C2=O)CCC(=O)NCCOCCOCCOCCOCCOCCOCCOCCOCCC(=O)N 1-(3-(2-(tert-butylsulfonyl)-5-oxo-7,8-dihydropyrido[4,3-d]pyrimidin-6(5H)-yl)propionamido)-3,6,9,12,15,18,21,24-octaoxaheptacosane-27-amide